cyclopropylmethyl (3E)-3-hexenoate C(C\C=C\CC)(=O)OCC1CC1